BrC1=C(C=C(C(=O)N2CC=3N(CC2)C(N(C3C(=O)N[C@H](C)C3=CC=CC=C3)C3=CC=C(C=C3)OC3CCC3)=O)C=C1)Cl |r| 7-(4-bromo-3-chloro-benzoyl)-2-[4-(cyclobutoxy)phenyl]-3-oxo-N-[rac-(1R)-1-phenylethyl]-6,8-dihydro-5H-imidazo[1,5-a]pyrazine-1-carboxamide